4-[4-Bromo-8-(2,6-dimethyl-phenyl)-3-hydroxy-quinolin-2-yl]-4-oxo-butyric acid ethyl ester C(C)OC(CCC(=O)C1=NC2=C(C=CC=C2C(=C1O)Br)C1=C(C=CC=C1C)C)=O